3-(5-(4-((3-methoxypyrrolidin-1-yl)methyl)-1-methyl-1H-pyrrolo[2,3-b]pyridin-6-yl)-1-oxoisoindolin-2-yl)piperidine-2,6-dione COC1CN(CC1)CC1=C2C(=NC(=C1)C=1C=C3CN(C(C3=CC1)=O)C1C(NC(CC1)=O)=O)N(C=C2)C